CC(=CCC[C@@](C)([C@H]1CC[C@@]2([C@@H]1[C@@H](C[C@H]3[C@]2(CC[C@@H]4[C@@]3(CC[C@@H](C4(C)C)O[C@H]5[C@@H]([C@H]([C@@H]([C@H](O5)CO)O)O)O[C@H]6[C@@H]([C@H]([C@@H]([C@H](O6)CO)O)O)O)C)C)O)C)O[C@H]7[C@@H]([C@H]([C@@H]([C@H](O7)CO)O)O)O)C The molecule is a ginsenoside found in Panax ginseng and Panax japonicus var. major that is (20S)-ginsenoside Rg3 in which the hydroxy group at position 20 has been converted to its beta-D-glucopyranoside. It has a role as a vulnerary, a neuroprotective agent, an apoptosis inducer, an anti-inflammatory drug, an immunosuppressive agent and a plant metabolite. It is a ginsenoside, a beta-D-glucoside and a tetracyclic triterpenoid. It derives from a (20S)-ginsenoside Rg3.